(R)-1-(2-ethynylthiazol-4-yl)-3-(2-hydroxy-1-(6-(pyrrolidin-1-yl)-[2,3'-bipyridin]-6'-yl)-ethyl)urea C(#C)C=1SC=C(N1)NC(=O)N[C@@H](CO)C1=CC=C(C=N1)C1=NC(=CC=C1)N1CCCC1